ClC1=CC=C(C=C1)C1=CC=2C3=C(C=NC2C=C1)N(C(N3C3CCCCC3)=N)C 8-(4-Chlorophenyl)-1-cyclohexyl-3-methyl-1,3-dihydro-2H-imidazo[4,5-c]quinolin-2-imine